pyridoxal-d3 phosphate P(=O)(O)(O)OCC=1C(=C(C(=NC1)C([2H])([2H])[2H])O)C=O